C(C)SC1=C(C(=O)O)C=CC(=C1)[N+](=O)[O-] 2-(ethylthio)-4-nitrobenzoic acid